[C@H](C(C(=O)O)O)(C(=O)O)N The molecule is a 3-hydroxyaspartic acid that has S configuration at the carbon bearing the amino group. It is a 3-hydroxyaspartic acid, a L-aspartic acid derivative and a non-proteinogenic L-alpha-amino acid. It is an enantiomer of a 3-hydroxy-D-aspartic acid.